OCC=1C=C(C=CC1)NC=1N=C(N=NC1C(=O)N)NC1=C(C=C2CCN(C(C2=C1)C)C)OC ((3-(hydroxymethyl)phenyl)amino)-3-((6-methoxy-1,2-dimethyl-1,2,3,4-tetrahydroisoquinolin-7-yl)amino)-1,2,4-triazine-6-carboxamide